4-{[(2R,6S)-2,6-dimethylmorpholin-4-yl]methyl}-4-fluoropiperidin C[C@@H]1CN(C[C@@H](O1)C)CC1(CCNCC1)F